NCCNC(COC1C#CCCCCC1)=O N-(2-aminoethyl)-2-(cycloocta-2-yn-1-yloxy)acetamide